Ethyl 3-{[(1-deuterio)cyclobutylamino]methyl}-1-(4-methylbenzyl)-1H-indole-2-carboxylate [2H]C1(CCC1)NCC1=C(N(C2=CC=CC=C12)CC1=CC=C(C=C1)C)C(=O)OCC